1-(4-fluorophenyl)-5-oxo-N-(pyridin-2-ylmethyl)pyrrolidine-3-carboxamid FC1=CC=C(C=C1)N1CC(CC1=O)C(=O)NCC1=NC=CC=C1